rac-2-[6-chloro-3-(3-cyclopropylphenoxy)pyridazin-4-yl]-6-[(2,4-dimethyl-phenyl)methyl]-5,6-dihydro-1H-pyrimidin-4-one ClC1=CC(=C(N=N1)OC1=CC(=CC=C1)C1CC1)C=1N[C@@H](CC(N1)=O)CC1=C(C=C(C=C1)C)C |r|